FC(CN1N=NN=C1SC1=C(C(=O)NC=2C=CC(=C(C(=O)N)C2)C(C(C(F)(F)F)(F)F)(F)F)C=C(C=C1)[N+](=O)[O-])(CO)F 5-[[2-[1-(2,2-difluoro-3-hydroxy-propyl)tetrazol-5-yl]sulfanyl-5-nitro-benzoyl]amino]-2-(1,1,2,2,3,3,3-heptafluoropropyl)benzamide